O1C2=C(OCC1CN1C3=C(OCC1=O)C=C(C=C3)NC(=O)NC3=CC=C1C=CNC1=C3)C=CC=C2 1-(4-((2,3-dihydrobenzo[b][1,4]dioxin-2-yl)methyl)-3-oxo-3,4-dihydro-2H-benzo[b][1,4]oxazin-7-yl)-3-(1H-indol-6-yl)urea